C(C=CC1=CC=CC=C1)(=O)OC1=CC=C(C=C1)C1SCCCS1 4-(1,3-Dithian-2-yl)phenyl cinnamate